(E)-3-(2-ethynylthiazol-4-yl)-5-(hydroxyimino)-2-methylcyclopent-2-en-1-one C(#C)C=1SC=C(N1)C1=C(C(/C(/C1)=N/O)=O)C